Cl.N1CC(C1)C(C)O (azetidin-3-yl)ethan-1-ol hydrochloride